1-(2,2-dimethylcyclopropyl)-4-iodo-benzene CC1(C(C1)C1=CC=C(C=C1)I)C